CS(=O)(=O)N1CCN(CC1)CC1=CC=2N=CN=C(C2S1)N1CCOCC1 6-[[4-(methylsulfonyl)-1-piperazinyl]methyl]-4-(4-morpholinyl)-thieno[3,2-d]pyrimidine